ClC1=CC2=C(N=C(N=C2)C=2C(=NC=NC2OC)C2CC2)N(C1=O)CC1=CC=C(C=C1)C=1N(C=C(N1)C(F)(F)F)C 6-chloro-2-(4-cyclopropyl-6-methoxypyrimidin-5-yl)-8-({4-[1-methyl-4-(trifluoromethyl)imidazol-2-yl]phenyl}methyl)pyrido[2,3-d]pyrimidin-7-one